3-((tert-butyldiphenylsilyl)oxy)azetidine [Si](C1=CC=CC=C1)(C1=CC=CC=C1)(C(C)(C)C)OC1CNC1